2-(((3aR,4R,5S,7R,7aR)-octahydro-1H-4,7-methanoinden-5-yl)oxy)ethyl acrylate C(C=C)(=O)OCCO[C@@H]1[C@H]2[C@@H]3CCC[C@@H]3[C@@H](C1)C2